C([2H])([2H])([2H])OB(O)O (methyl-d3)Boric acid